NCCC[Si](OC)(C)C 3-aminopropyl-dimethylmethyloxysilane